N-(5,6-difluoro-1H-indol-3-yl)-6-methoxy-5-(trifluoromethyl)pyridine-3-carboxamide FC=1C=C2C(=CNC2=CC1F)NC(=O)C=1C=NC(=C(C1)C(F)(F)F)OC